COC[C@@H]1N(C=2C(=CC=CC2C=2C1=NN(N2)C)NC2=CC(=NC=C2C(CC([2H])([2H])[2H])=O)NC(=O)C2CC2)C |r| (R/S)-N-(4-((4-(methoxymethyl)-2,5-dimethyl-4,5-dihydro-2H-[1,2,3]triazolo[4,5-c]quinolin-6-yl)amino)-5-(propanoyl-3,3,3-d3)pyridin-2-yl)cyclopropanecarboxamide